C(C=C)[C@H]1[C@@H](CCCC1)O (1R,2S)-2-ALLYLCYCLOHEXANOL